C(C1=CC=CC=C1)(=O)O[C@H]1C[C@@H](N(C1)C(=O)OC(C)(C)C)C(N)=S (2R,4S)-tert-butyl 4-(benzoyloxy)-2-carbamothioylpyrrolidine-1-carboxylate